[IH2+].[O-]S(=O)(=O)C(F)(F)F triflate iodonium salt